5-hydroxy-1-(6-methylpyridin-2-yl)-1H-pyrazole-3-carboxylic acid OC1=CC(=NN1C1=NC(=CC=C1)C)C(=O)O